2,4-difluoro-6-[2-(4-fluorophenyl)ethynyl]aniline 1,1,1,3,3,3-hexafluoropropan-2-yl-(±)-1-((1-methyl-1H-pyrazol-3-yl)carbamoyl)-6-azaspiro[2.5]octane-6-carboxylate FC(C(C(F)(F)F)OC(=O)N1CCC2(C[C@H]2C(NC2=NN(C=C2)C)=O)CC1)(F)F.FC1=C(N)C(=CC(=C1)F)C#CC1=CC=C(C=C1)F |r|